FC=1C=NC(N(C1)C1=CC=C(C=C1)C(F)(F)F)N1C(=NC2=NC=CC=C21)C 5-fluoro-2-(2-methyl-1H-imidazo[4,5-b]pyridin-1-yl)-N-[4-(trifluoromethyl)phenyl]pyrimidine